BrC1=CC=C(C=2SC(=C(C21)C2=NC1=C(N2)C(=C(C=C1)C(N)=O)OC)C(=O)O)F 4-Bromo-3-(6-carbamoyl-7-methoxy-1H-benzo[d]imidazol-2-yl)-7-fluorobenzo[b]thiophene-2-carboxylic acid